(R)-9-methyl-N-(4-(4-methylpiperazin-1-yl)-2-sulfamoylphenyl)-6-oxo-6,7,8,9-tetrahydropyrido[3',2':4,5]pyrrolo[1,2-a]pyrazine-2-carboxamide C[C@@H]1CNC(C=2N1C1=C(C2)C=CC(=N1)C(=O)NC1=C(C=C(C=C1)N1CCN(CC1)C)S(N)(=O)=O)=O